[Si](C)(C)(C(C)(C)C)OCCCC1=C(NC2=C(C(=CC=C12)F)C=1C(=NN(C1CO)C)C)C(=O)OCC (rac)-ethyl 3-(3-((tert-butyldimethylsilyl)oxy)propyl)-6-fluoro-7-(5-(hydroxymethyl)-1,3-dimethyl-1H-pyrazol-4-yl)-1H-indole-2-carboxylate